(1S,2S)-N-(5-(5-chloro-6-fluoro-7-(methylthio)-1H-indazol-4-yl)pyrazolo[1,5-a]pyridin-2-yl)-2-fluorocyclopropane-1-carboxamide ClC=1C(=C2C=NNC2=C(C1F)SC)C1=CC=2N(C=C1)N=C(C2)NC(=O)[C@H]2[C@H](C2)F